tert-Butyl 5-carbamoyl-5,6,9,10-tetrahydro-4H-[1,2]oxazolo[3,4-c]pyrido[4',3':3,4]pyrazolo-[1,5-a]azepine-11(12H)-carboxylate C(N)(=O)C1CC=2C(C=3N(C1)N=C1C3CN(CC1)C(=O)OC(C)(C)C)=NOC2